rel-(1S,3R)-3-(2-((4-sulfamoylphenyl)amino)pyrimidin-5-yl)cyclopentyl (1-methylcyclopropyl)carbamate CC1(CC1)NC(O[C@@H]1C[C@@H](CC1)C=1C=NC(=NC1)NC1=CC=C(C=C1)S(N)(=O)=O)=O |o1:7,9|